tert-butyl (((1r,4r)-4-((3-(1-(3,5-dichlorophenyl)-3-(3,3-dimethylmorpholine-4-carbonyl)-7-methoxy-1,4-dihydrochromeno[4,3-c]pyrazol-8-yl)phenyl)carbamoyl)cyclohexyl)methyl)carbamate ClC=1C=C(C=C(C1)Cl)N1N=C(C2=C1C=1C=C(C(=CC1OC2)OC)C=2C=C(C=CC2)NC(=O)C2CCC(CC2)CNC(OC(C)(C)C)=O)C(=O)N2C(COCC2)(C)C